hippuric acid hippurate C(CNC(=O)C1=CC=CC=C1)(=O)O.C(CNC(=O)C1=CC=CC=C1)(=O)O